triglycerin valerate C(CCCC)(=O)O.OCC(O)CO.OCC(O)CO.OCC(O)CO